BrC(CC(=O)NC1=CC=CC=C1)CCC=1OC(=CC1)C 3-bromo-5-(5-methylfuran-2-yl)-N-phenylpentanamide